CP(C)=O dimethylphosphine-oxide